3,5-dibromo-2,4,6-trinitroanisole BrC=1C(=C(C(=C(C1[N+](=O)[O-])Br)[N+](=O)[O-])OC)[N+](=O)[O-]